sulfonylbis(cyclohexane-1,2-dicarboxylic acid) S(=O)(=O)(C1(C(CCCC1)C(=O)O)C(=O)O)C1(C(CCCC1)C(=O)O)C(=O)O